(2,4-dichloro-5-(4,4,5,5-tetramethyl-1,3,2-dioxaborolan-2-yl)phenyl)(phenyl)methanone ClC1=C(C=C(C(=C1)Cl)B1OC(C(O1)(C)C)(C)C)C(=O)C1=CC=CC=C1